C1(CC1)C=1C=C(C=CC1)NC(CC1=CC=C(C=C1)C1=CC=2N(C=C1)N=CN2)=O N-(3-Cyclopropylphenyl)-2-[4-([1,2,4]triazolo[1,5-a]pyridin-7-yl)phenyl]acetamide